C(C)(C)C12CN(CC2C1CC=O)C1=NC(=NC(=C1)C(F)(F)F)N1[C@H](CC1)C 2-(1-isopropyl-3-(2-((S)-2-methylazetidin-1-yl)-6-(trifluoromethyl)pyrimidin-4-yl)-3-azabicyclo[3.1.0]hexane-6-yl)acetaldehyde